Cl.FC1=C(C=C(C=C1C)[N+](=O)[O-])[C@@H](C)N (R)-1-(2-fluoro-3-methyl-5-nitrophenyl)ethylamine hydrochloride